6-chloro-N-[(1R)-1-[2-fluoro-3-(trifluoromethyl)phenyl]ethyl]-2,2-dimethyl-3H-imidazo[1,2-b]pyridazine-8-carboxamide ClC=1C=C(C=2N(N1)CC(N2)(C)C)C(=O)N[C@H](C)C2=C(C(=CC=C2)C(F)(F)F)F